(S)-N-((5-chloro-6-((3-methylisoxazol-5-yl)methoxy)-1H-indol-2-yl)methyl)-2-hydroxypropanamide ClC=1C=C2C=C(NC2=CC1OCC1=CC(=NO1)C)CNC([C@H](C)O)=O